ClC1=NC(=CC(=C1)NC(C(C(=O)N[C@H]1C=C[C@H](C1)C(=O)OC(C)C)OC)=O)C isopropyl (1S,4R)-4-[[3-[(2-chloro-6-methyl-4-pyridyl)amino]-2-methoxy-3-oxo-propanoyl]amino]cyclopent-2-ene-1-carboxylate